C(C)(C)(C)OC(=O)N1[C@@H](CCC1)C(CO)O.ClC1=C(N)C=C(C(=C1)N1CCCCC1)[N+](=O)[O-] 2-chloro-5-nitro-4-(piperidin-1-yl)aniline (2S)-tert-Butyl-2-(1,2-dihydroxyethyl)pyrrolidine-1-carboxylate